(2,3,6-triethyl-1,4-phenylene) ether C(C)C1=C2C(=CC(=C1CC)O2)CC